BrC=1C=C2C=CC=NC2=CC1OCOCCOC 6-bromo-7-((2-methoxyethoxy)methoxy)quinoline